NC=1C(=NC(=C(C1Cl)Br)I)C(=O)OC methyl 3-amino-5-bromo-4-chloro-6-iodopicolinate